ClC1=C2C(=C(C(=NC2=C(C=C1)Cl)S(=O)C=1C=NC=NC1)C)O 5,8-Dichloro-3-methyl-2-(pyrimidin-5-ylsulfinyl)quinolin-4-ol